1,2-bis(diphenylphosphinomethyl)-benzene C1(=CC=CC=C1)P(C1=CC=CC=C1)CC1=C(C=CC=C1)CP(C1=CC=CC=C1)C1=CC=CC=C1